C1(CC1)N1N=CC(=C1)NC1=NC=C(C(=N1)C1OC2=CC=CC=C2CC1C#N)C (2-((1-cyclopropyl-1H-pyrazol-4-yl)amino)-5-methylpyrimidin-4-yl)chroman-3-carbonitrile